ClC=1C(=NC(=NC1)N[C@@H]1C[C@H]2[C@@H](O[C@@H]([C@H]1O)O2)[2H])C=2C=C(C1=C(N(C(=N1)C(C)(C)O)C(C)C)C2)F (1S,3R,4S,5R,7S)-3-((5-chloro-4-(4-fluoro-2-(2-hydroxypropan-2-yl)-1-isopropyl-1H-benzo[d]imidazol-6-yl)pyrimidin-2-yl)amino)-6,8-dioxabicyclo[3.2.1]octan-7-d-4-ol